NC1CCC(CC1)NC1=NC2=C(C=C(C=C2C=N1)C1=C(C=C(C=C1)NS(=O)(=O)C1=CC=CC=C1)C)CC N-(4-(2-(((1r,4r)-4-aminocyclohexyl)amino)-8-ethylquinazolin-6-yl)-3-methylphenyl)benzenesulfonamide